C(C)C=1C(=NC2=CC3=C(C=C2C1)OCC[C@@H]1N(C3=O)CCN(C1)C=1C=CC(=NC1)C(=O)NC)OC (S)-5-(10-ethyl-11-methoxy-14-oxo-1,2,4,4a,5,6-hexahydro-3H,14H-pyrazino[1',2':5,6][1,5]oxazocino[2,3-g]quinolin-3-yl)-N-methylpicolinamide